N-(6-((8'-chloro-1',5'-dioxo-1',5'-dihydro-2'H-spiro[cyclohexane-1,3'-imidazo[1,5-a]pyridin]-6'-yl)amino)pyrimidin-4-yl)cyclopropanecarboxamide ClC1=C2N(C(C(=C1)NC1=CC(=NC=N1)NC(=O)C1CC1)=O)C1(NC2=O)CCCCC1